(S)-(+)-epoxychloropropane ethyl-2-((2S,3R)-3-((tert-butyldimethylsilyl)oxy)-2-(cyclopentyloxy)-3-(3-methoxy-4-methylphenyl)propyl)-6-ethoxybenzo[d]thiazole-4-carboxylate C(C)OC(=O)C=1C=C(C=C2C1N=C(S2)C[C@@H]([C@@H](C2=CC(=C(C=C2)C)OC)O[Si](C)(C)C(C)(C)C)OC2CCCC2)OCC.Cl[C@H]2C(C)O2